hydroxy-4'-methoxyacetophenone OCC(=O)C1=CC=C(C=C1)OC